COC([C@@H](NC([C@@H](CCC1=CC=CC=C1)NC(=O)OC(C)(C)C)=O)CCC(N)=O)=O ((R)-2-((tert-butoxycarbonyl)amino)-4-phenylbutyryl)-L-glutamine methyl ester